(2S,E)-4-(4'-((1S,2R)-2-(2-amino-3-hydroxypropoxy)cyclopropyl)-[1,1'-biphenyl]-4-yl)-2-(2-((S)-1-hydroxyethyl)-1H-imidazol-1-yl)but-3-en-1-ol NC(CO[C@H]1[C@@H](C1)C1=CC=C(C=C1)C1=CC=C(C=C1)/C=C/[C@@H](CO)N1C(=NC=C1)[C@H](C)O)CO